FC1=CC(=C(C=C1C=1N=C(SC1)N1CCOCC1)NC(=O)C1=CNC(C=C1C(F)(F)F)=O)N1C[C@H](N(CC1)C)C |r| N-[4-fluoro-5-(2-morpholin-4-yl-1,3-thiazol-4-yl)-2-[rac-(3R)-3,4-dimethylpiperazin-1-yl]phenyl]-6-oxo-4-(trifluoromethyl)-1H-pyridine-3-carboxamide